fluoropentadecane Benzyl-((S)-1-(((R)-4-diazo-3-oxobutan-2-yl)amino)-1-oxo-3-phenylpropan-2-yl)carbamate C(C1=CC=CC=C1)N(C(O)=O)[C@H](C(=O)N[C@H](C)C(C=[N+]=[N-])=O)CC1=CC=CC=C1.FCCCCCCCCCCCCCCC